C1=CC=CC=2C3=CC=CC=C3C(C12)COC(=O)N[C@H](C(=O)O)CCC(NCC1CCC(CC1)NC(=O)OC(C)(C)C)=O (2S)-2-({[(9H-fluoren-9-yl)methoxy]carbonyl}amino)-4-({[(1s,4R)-4-{[(tert-butoxy)carbonyl]amino}cyclohexyl]methyl}carbamoyl)butanoic acid